6-(cyclopropylmethoxy)-N-[(2S)-1-{[fluoro(dideuterio)methyl]oxy}-3-methylbutan-2-yl]-5-(pyrrolidin-1-yl)pyridine-2-carboxamide C1(CC1)COC1=C(C=CC(=N1)C(=O)N[C@H](COC([2H])([2H])F)C(C)C)N1CCCC1